ClC1=NC=C2N(C(N(C2=N1)C1CC(C1)O)=O)C 2-chloro-9-(3-hydroxycyclobutyl)-7-methyl-7,9-dihydro-8H-purin-8-one